O=C1NC(CCC1NC(=O)C1=CC=C(C=C1)C1CCN(CC1)C(=O)OC(C)(C)C)=O tert-butyl 4-[4-[(2,6-dioxo-3-piperidyl)carbamoyl]phenyl]piperidine-1-carboxylate